2-chloro-3-methylsulfanyl-N-(1-methyltetrazol-5-yl)-4-(1,1,2,2-tetrafluoroethoxy)benzamide ClC1=C(C(=O)NC2=NN=NN2C)C=CC(=C1SC)OC(C(F)F)(F)F